3,3-difluoro-piperidine-1-carboxylic acid tert-butyl ester C(C)(C)(C)OC(=O)N1CC(CCC1)(F)F